tert-butyl ((2,5-bis(benzyloxy)phenyl)(3-(1-(3-(((tert-butoxycarbonyl)amino)methyl)phenyl)-3-(trifluoromethyl)-1H-pyrazole-5-carboxamido)phenyl)methyl)(cyclopropylmethyl)carbamate C(C1=CC=CC=C1)OC1=C(C=C(C=C1)OCC1=CC=CC=C1)C(C1=CC(=CC=C1)NC(=O)C1=CC(=NN1C1=CC(=CC=C1)CNC(=O)OC(C)(C)C)C(F)(F)F)N(C(OC(C)(C)C)=O)CC1CC1